benzyl 3-((tert-butoxycarbonyl)amino)-3-(2-hydroxyethyl)piperidine-1-carboxylate C(C)(C)(C)OC(=O)NC1(CN(CCC1)C(=O)OCC1=CC=CC=C1)CCO